2-amino-5-methylthiazole NC=1SC(=CN1)C